(S)-3-(3-(3,5-dimethyl-1H-pyrazol-1-yl)phenyl)-N-(1-(3-fluorophenyl)-3-(methylamino)-3-oxopropyl)imidazo[1,2-a]pyridine-7-amide CC1=NN(C(=C1)C)C=1C=C(C=CC1)C1=CN=C2N1C=CC(=C2)C(=O)N[C@@H](CC(=O)NC)C2=CC(=CC=C2)F